2-(4-amino-6-fluoro-1H-indazol-1-yl)acetonitrile NC1=C2C=NN(C2=CC(=C1)F)CC#N